(E)-21-(4-(4-(Dihexylamino)styryl)pyridin-1-ium-1-yl)-5,18-dioxo-8,11,14-trioxa-4,17-diazahenicos-ane-1-sulfonate C(CCCCC)N(C1=CC=C(/C=C/C2=CC=[N+](C=C2)CCCC(NCCOCCOCCOCCC(NCCCS(=O)(=O)[O-])=O)=O)C=C1)CCCCCC